1-[2-(5-Fluoroindol-1-yl)ethyl]-3-methyl-pyrrolidin-3-ol FC=1C=C2C=CN(C2=CC1)CCN1CC(CC1)(O)C